The molecule is a dihydroxyflavanone that is flavanone substituted by hydroxy groups at positions 5 and 7 and 6-carboxy-1-phenylhex-2-en-1-yl groups at positions 6 and 8 respectively. It has been isolated as a racemate from the bark of Cryptocarya chartacea and exhibits inhibitory activity against dengue virus NS5 polymerase. It has a role as a plant metabolite and an antiviral agent. It is a dihydroxyflavanone and a dicarboxylic acid. C1C(OC2=C(C(=C(C(=C2C1=O)O)C(/C=C/CCCC(=O)O)C3=CC=CC=C3)O)C(/C=C/CCCC(=O)O)C4=CC=CC=C4)C5=CC=CC=C5